CN1CCC(CC1)C(=O)N1CCNCC1 4-(1-methylpiperidine-4-carbonyl)piperazin